[Ni](Cl)Cl.C1(C=CC=C1)[Fe]C1C=CC=C1 dicyclopentadienyl-iron nickel dichloride